N-[3-(2-chloro-5-fluorophenyl)-7-hydroxy-1-oxo-2,3-dihydro-1H-pyrrolo[4,3-f]quinolin-4-yl]-5-fluoro-3-(trifluoromethyl)benzamide ClC1=C(C=C(C=C1)F)C1NC(C2=C3C=CC(=NC3=CC(=C21)NC(C2=CC(=CC(=C2)F)C(F)(F)F)=O)O)=O